(R)-6-(4-(Dimethylamino)phenyl)-2-phenyl-5,6-dihydro-4H-1,3-selenazin-4-one CN(C1=CC=C(C=C1)[C@H]1CC(N=C([Se]1)C1=CC=CC=C1)=O)C